5-Amino-1-(cyclopropylmethyl)-3-[2-[4-(2,4-difluorophenyl)piperazin-1-yl]ethyl]-8-(2-furyl)-[1,2,4]triazolo[5,1-f]purin-2-one NN1C=NC(=C2N3C(N=C12)N(C(N3CC3CC3)=O)CCN3CCN(CC3)C3=C(C=C(C=C3)F)F)C=3OC=CC3